OC1=C(C=C(C(=O)N2CC3(C4=CC(=CC=C24)NS(=O)(=O)C)CCCCC3)C=C1)S(=O)(=O)N1CCCCC1 N-(1'-(4-hydroxy-3-(piperidin-1-ylsulfonyl)benzoyl)spiro[cyclohexane-1,3'-indolin]-5'-yl)methanesulfonamide